O=C1NC(CCC1N1C(C2=CC=C(C=C2C1=O)N1CCN(CC1)CC1CCC(CC1)OCC1CCNCC1)=O)=O 2-(2,6-dioxo-3-piperidyl)-5-[4-[[4-(4-piperidylmethoxy)cyclohexyl]methyl]piperazin-1-yl]isoindoline-1,3-dione